BrC=1N=NNC1[Si](C)(C)C 4-bromo-5-(trimethylsilyl)-1H-1,2,3-triazole